FC1(C2CCCCN(C12)C(=O)OC(C)(C)C)F tert-butyl 8,8-difluoro-2-azabicyclo[5.1.0]octane-2-carboxylate